mono-1-undecenyl ether C(=CCCCCCCCCC)OC=CCCCCCCCCC